[4-[2-(Azetidin-3-yl)-3H-imidazo[4,5-b]pyridin-7-yl]-1-piperidyl]-[4-(trifluoromethoxy)phenyl]methanone, hydrochloride Cl.N1CC(C1)C1=NC=2C(=NC=CC2C2CCN(CC2)C(=O)C2=CC=C(C=C2)OC(F)(F)F)N1